BrC=1N=C(N(C1C1=CC=CC=C1)C)C1CCCCC1 4-bromo-2-cyclohexyl-1-methyl-5-phenyl-imidazole